SC=1C=C(C=CC1)S[SiH3] 3-mercapto-phenylthio-silane